C[C@]12OC3(C(N1[C@@H](CC2)C2=CC=CC=C2)=O)CCN(CC3)C(=O)OC(C)(C)C tert-Butyl (5'S,7a'R)-7a'-methyl-3'-oxo-5'-phenyltetrahydro-3'H-spiro[piperidine-4,2'-pyrrolo[2,1-b]oxazole]-1-carboxylate